C1(CCCC1)C1=NC(=NC=C1)C (S)-4-cyclopentyl-2-methylpyrimidine